6-iodo-2,2-dimethyl-4-(p-tolyl)-2H-chromene IC=1C=C2C(=CC(OC2=CC1)(C)C)C1=CC=C(C=C1)C